BrC1=CC=CC2=C1SC(=C2CC(F)(F)F)C2OCCO2 2-(7-bromo-3-(2,2,2-trifluoroethyl)benzo[b]thiophen-2-yl)-1,3-dioxolane